(R)-4-(2-oxopyrrolidin-1-yl)-3-(4-fluorophenyl)-N-((R)-1-(2-chloropyrimidin-5-yl)ethyl)-4,5-dihydro-1H-pyrazole-1-carboxamide O=C1N(CCC1)[C@H]1C(=NN(C1)C(=O)N[C@H](C)C=1C=NC(=NC1)Cl)C1=CC=C(C=C1)F